(1S,10R)-9,9,13-Trimethyl-5-pentyl-8-oxatetracyclo[8.5.0.01,14.02,7]pentadeca-2,4,6,13-tetraen-3-ol CC1(OC2=CC(=CC(=C2[C@@]23C(=C(CC[C@@H]13)C)C2)O)CCCCC)C